COC=1C=C(CN(C=2C=C(CN3C(CNCC3)=O)C=CC2)CC2=CC=C(C=C2)N2CCN(CC2)C)C=CC1 1-(3-((3-methoxybenzyl)(4-(4-methylpiperazin-1-yl)benzyl)amino)benzyl)piperazin-2-one